C(CCC(=O)OCC=1SC(=CC1)Br)(=O)OCC=1SC(=CC1)Br bis((5-bromothiophen-2-yl) methyl) succinate